N1=CN=CC(=C1)C=1C=C(C(N(N1)C=1C=NN(C1)C)=O)C(=O)O 6-(pyrimidin-5-yl)-2-(1-methyl-1H-pyrazol-4-yl)-3-oxo-2,3-dihydropyridazine-4-carboxylic acid